FC1=C(CC2=NC3=C(N2C[C@H]2OCC2)C=C(C=C3)C(=O)OC)C=C(C(=C1)C1=NC(=CC=C1)O)F methyl (S)-2-(2,5-difluoro-4-(6-hydroxypyridin-2-yl)benzyl)-1-(oxetan-2-ylmethyl)-1H-benzo[d]imidazole-6-carboxylate